5-ethyl-6-fluoro-4-[8-fluoro-2-({[(2R,7aS)-2-fluorotetrahydro-1H-pyrrolizin-7a(5H)-yl](2H2)methyl}oxy)-4-(2-hydroxy-2-methylpropyl)pyrido[4,3-d]pyrimidin-7-yl]naphthalen-2-ol C(C)C1=C2C(=CC(=CC2=CC=C1F)O)C1=C(C=2N=C(N=C(C2C=N1)CC(C)(C)O)OC([2H])([2H])[C@]12CCCN2C[C@@H](C1)F)F